P(=O)(OCCCCCCCCCC)(OCCCCCCCCCC)OC1=CC=CC=C1 di(decyl) monophenyl phosphate